ClC1=CC(=C(C=C1)[C@@]1(OC2=C(O1)C=CC=C2C2CCN(CC2)CC=2N(C(=CN2)/C=C/C(=O)OCC)C[C@H]2OCC2)C)F ethyl (E)-3-(2-((4-((S)-2-(4-chloro-2-fluorophenyl)-2-methylbenzo[d][1,3]dioxol-4-yl)piperidin-1-yl)methyl)-1-(((S)-oxetan-2-yl)methyl)-1H-imidazol-5-yl)acrylate